5-(difluoromethyl)-1-methyl-1H-pyrazole-4-carboxylic acid FC(C1=C(C=NN1C)C(=O)O)F